C(C)OC(/C=C/COCCOCCOCCOCCOCC1=CC=CC=C1)=O (E)-1-phenyl-2,5,8,11,14-pentoxaoctadeca-16-en-18-oic acid ethyl ester